N-(2,3-ditetradecanoyloxypropyl)-N,N,N-trimethyl-ammonium chloride [Cl-].C(CCCCCCCCCCCCC)(=O)OC(C[N+](C)(C)C)COC(CCCCCCCCCCCCC)=O